C1(CCCCC1)C[C@H](NC(=O)[C@H]1[C@@H]2CC[C@H](C1)O2)B(O)O [(1R)-2-cyclohexyl-1-{[(1S,2R,4R)-7-oxabicyclo[2.2.1]heptan-2-yl]formamido}ethyl]boronic acid